ClC1=CC=C(C(=O)NC2N(C(N(S2)CC2=CC=C(C=C2)Cl)=O)COC(CCO)=O)C=C1 1-{[5-(4-chlorobenzoylamino)-2-[(4-chlorophenyl)methyl]-3-oxo-1,2,4-thiadiazolidin-4-yl]methoxy}-3-hydroxy-1-oxopropane